C(CC)C1CCC(CC1)C1=CC=C(N)C=C1 4-(4-propylcyclohexyl)aniline